3-Ureidopropyl-triethoxysilan N(C(=O)N)CCC[Si](OCC)(OCC)OCC